6-(2-chloroacetyl)-3,3-dimethyl-3,4-dihydroquinolin ClCC(=O)C=1C=C2CC(C=NC2=CC1)(C)C